C(C1=CC=CC=C1)OCC=CC#N 4-(benzyloxy)but-2-enenitrile